N1(N=NC2=C1C=CC=C2)CCCOC=2C(=CC1=C(N(C[C@H]3N(C1=O)C=C(C3)C3=CC=C(C=C3)OC)C(=O)OCC=C)C2)OC allyl (S)-8-(3-(1H-benzo[d][1,2,3]triazol-1-yl) propoxy)-7-methoxy-2-(4-methoxyphenyl)-5-oxo-11,11a-dihydro-1H-benzo[e]pyrrolo[1,2-a][1,4]diazepine-10(5H)-carboxylate